2,4-dimethyl-2-ethyl-1,3-hexanediol CC(CO)(C(C(CC)C)O)CC